[Ni]=O.[Co].[Li].[Cu].[Al] aluminum-copper-lithium-cobalt-nickel-oxide